dimethylcyclobutane-1-carboxylic acid CC1(CC(C1)C(=O)O)C